(2R)-1-[(4aR,8aS)-3,4,4a,5,6,7,8,8a-octahydro-2H-quinolin-1-yl]-3-[benzyl(methyl)amino]-2-[(2,4-difluorophenyl)methylamino]propan-1-one N1(CCC[C@H]2CCCC[C@H]12)C([C@@H](CN(C)CC1=CC=CC=C1)NCC1=C(C=C(C=C1)F)F)=O